C(CCCCC)C(CCCOC(CCCCCCCN(CCCCCCCC(=O)OC(CCCCCCCC)CCCCCCCC)C(CO)C)=O)CCCCCC heptadecan-9-yl 8-((8-((4-hexyldecyl)oxy)-8-oxooctyl)(1-hydroxypropan-2-yl)amino)octanoate